5-((2-cyclopropyl-6-ethyl-3,4-dihydroquinolin-1(2H)-yl)sulfonyl)-2-hydroxybenzoic acid methyl ester COC(C1=C(C=CC(=C1)S(=O)(=O)N1C(CCC2=CC(=CC=C12)CC)C1CC1)O)=O